N-(1-Amino-2-(4-(hydroxymethyl)thiazol-2-yl)propan-2-yl)-5-(5-(trifluoromethyl)pyridin-2-yl)-1H-pyrrole-2-carboxamide NCC(C)(C=1SC=C(N1)CO)NC(=O)C=1NC(=CC1)C1=NC=C(C=C1)C(F)(F)F